3-hydroxy-2-methylpropionaldehyde OCC(C=O)C